ClC1=CC=C2C(=CC=NC2=C1)SC=1C=2N(C(=NC1)N1CCC3([C@@H]([C@@H](OC3)C)N)CC1)C=CN2 (3S,4S)-8-(8-((7-chloroquinolin-4-yl)thio)imidazo[1,2-c]pyrimidin-5-yl)-3-methyl-2-oxa-8-azaspiro[4.5]decan-4-amine